C(#N)[C@@H]1N(CCC2=C1C(=NN2C2=C(C=C(C=C2)C(C)C)C)COCC(=O)OCC)C(=O)OC(C)(C)C |r| (rac)-tert-butyl 4-cyano-3-((2-ethoxy-2-oxoethoxy)methyl)-1-(4-isopropyl-2-methylphenyl)-1,4,6,7-tetrahydro-5H-pyrazolo[4,3-c]pyridine-5-carboxylate